COC1=NC=CC(=C1)CN[C@H](C(=O)O)CCC(C)(C)C (2S)-2-{[(2-methoxypyridin-4-yl)methyl]amino}-5,5-dimethylhexanoic acid